2-(4-(1-(2,6-dioxopiperidin-3-yl)-2-oxo-2',3',5',6'-tetrahydrospiro[indolin-3,4'-pyran]-6-yl)piperazin-1-yl)acetamide sodium Methyl-Lauroyl-Taurate CN(CCS(=O)(=O)[O-])C(CCCCCCCCCCC)=O.[Na+].O=C1NC(CCC1N1C(C2(CCOCC2)C2=CC=C(C=C12)N1CCN(CC1)CC(=O)N)=O)=O